C(C)(C)(C)OC(=O)N1[C@H](C[C@@H](C1)NC1=CC(=C(C=C1)OC(F)F)OCC1CC1)CO (2R,4S)-4-((3-(cyclopropylmethoxy)-4-(difluoromethoxy)phenyl)amino)-2-(hydroxymethyl)pyrrolidine-1-carboxylic acid tert-butyl ester